1-[2-chloro-4-(trifluoromethyl)phenyl]-N-[(3R)-1-methylpiperidin-3-yl]pyrido[3,4-d]pyridazin-4-amine formate C(=O)O.ClC1=C(C=CC(=C1)C(F)(F)F)C1=C2C(=C(N=N1)N[C@H]1CN(CCC1)C)C=NC=C2